tert-butyl N-[(2,4-dimethoxyphenyl)methyl]-N-(3-fluoro-6,7-dihydro-5H-thieno[3,2-b]pyran-6-yl)carbamate COC1=C(C=CC(=C1)OC)CN(C(OC(C)(C)C)=O)C1CC2=C(OC1)C(=CS2)F